3-(prop-1-yl)thietan-3-ol tert-butyl-3-cyclopropyl-5-{2-[1-(3,5-difluorophenyl)pyrazol-4-yl]acetamido}pyrazole-1-carboxylate C(C)(C)(C)C=1C(=NN(C1NC(CC=1C=NN(C1)C1=CC(=CC(=C1)F)F)=O)C(=O)OC1(CSC1)CCC)C1CC1